6-(5'-Fluoro-[2,2'-bipyridin]-3-yl)imidazo[1,2-a]pyridin-3-carbonitril FC=1C=CC(=NC1)C1=NC=CC=C1C=1C=CC=2N(C1)C(=CN2)C#N